2-(6-(((1S,2R,3R,5R)-2-fluoro-1,5-dimethyl-9-azabicyclo[3.3.1]nonan-3-yl)(methyl)amino)pyridazin-3-yl)-5-(1H-imidazol-1-yl)phenol F[C@H]1[C@@]2(CCC[C@](C[C@H]1N(C1=CC=C(N=N1)C1=C(C=C(C=C1)N1C=NC=C1)O)C)(N2)C)C